COC(=O)C1N(CCN(C1)C([C@@H](C)OC1=CC=C2C(=CC(OC2=C1)=O)C1=C(C=C(C=C1)F)Cl)=O)C |r| 1-methyl-4-[rac-(2R)-2-[4-(2-chloro-4-fluoro-phenyl)-2-oxo-chromen-7-yl]oxypropionyl]piperazine-2-carboxylic acid methyl ester